triphenyl-sulfonium benzenesulfonate C1(=CC=CC=C1)S(=O)(=O)[O-].C1(=CC=CC=C1)[S+](C1=CC=CC=C1)C1=CC=CC=C1